rac-(1r,2r)-2-(dibenzylamino)cyclobutan-1-ol C(C1=CC=CC=C1)N([C@H]1[C@@H](CC1)O)CC1=CC=CC=C1 |r|